[Si](C)(C)(C(C)(C)C)OCCN1N=C(C=C1C(=O)OCC)OC1CCN(CC1)S(=O)(=O)C ethyl 2-[2-[tert-butyl(dimethyl)silyl]oxyethyl]-5-[(1-methylsulfonyl-4-piperidyl)oxy]pyrazole-3-carboxylate